C(C)C1=NC2=CC=C(C=C2C(=C1C(=O)OCC(COC(C(C(SC(C)CCCCCCCCCC)SC(C)CCCCCCCCCC)(SC(C)CCCCCCCCCC)SC(C)CCCCCCCCCC)=O)(CO)CO)O)OC1CCN(CC1)C(=O)OCC1C2=CC=CC=C2C=2C=CC=CC12 pentaerythritol tetrakis(beta-dodecylmercapto)propionate Ethyl-6-[[1-(9H-fluoren-9-ylmethoxycarbonyl)-4-piperidyl]oxy]-4-hydroxy-quinoline-3-carboxylate